C(C)(C)[C@]1(N=C(NC1=O)C1=C(C(=O)[O-])C=C(C=N1)C)C.[NH4+] |r| ammonium 2-[(RS)-4-isopropyl-4-methyl-5-oxo-2-imidazolin-2-yl]-5-methylnicotinate